ClC=1C=CC2=C(C[C@H](CCO2)C(=O)N[C@H]2[C@H]3CC[C@@H](C2)N3C#N)C1 (4R)-7-chloro-N-((1R,2R,4S)-7-cyano-7-azabicyclo[2.2.1]heptan-2-yl)-2,3,4,5-tetrahydro-1-benzoxepine-4-carboxamide